5-[[4-(3-bicyclo[3.1.0]hex-2-enyl)-5-cyclopropyl-imidazol-1-yl]methyl]-1,3-dimethyl-benzimidazol-2-one C12C=C(CC2C1)C=1N=CN(C1C1CC1)CC1=CC2=C(N(C(N2C)=O)C)C=C1